(4-(3,4-dichlorophenyl)butyl)-2,3,4,9-tetrahydro-1H-carbazol-1-amine ClC=1C=C(C=CC1Cl)CCCCC1(CCCC=2C3=CC=CC=C3NC12)N